O=C1N(C(C2=CC=CC=C12)=O)C1=NC=C(C(=O)Cl)C=C1 6-(1,3-dioxoisoindolin-2-yl)nicotinoyl chloride